D-2,3,5,6-tetrahydroxy-2-hexenoic acid OC(C(=O)O)=C(C[C@H](CO)O)O